FC1=CC=C(C=C1)NC(=O)C1(CC1)C(=O)NC1=CC=C(OC2=CC=NC3=CC(=C(C=C23)OC)C(=O)OC)C=C1 methyl 4-[4-[[1-[(4-fluorophenyl)carbamoyl]-cyclopropanecarbonyl]-amino]phenoxy]-6-methoxyquinoline-7-carboxylate